mono-hexadecyl ether phosphate P(=O)(O)(O)O.C(CCCCCCCCCCCCCCC)OCCCCCCCCCCCCCCCC